(S)-6-Methyl-1,4-oxazepan-6-ol hydrochloride Cl.C[C@@]1(CNCCOC1)O